ClC1=CC(=C(C2=C1NC(=N2)C(F)(F)F)N2C(N(C(=CC2=O)C(F)(F)F)C)=O)F 3-[7-chloro-5-fluoro-2-(trifluoromethyl)-1H-benzimidazole-4-yl]-1-methyl-6-(trifluoromethyl)-1H-pyrimidine-2,4-dione